C(C)(C)(C)OC(=O)N1C(=CC2=CC=CC=C12)C(C1=CC=CC=C1)O (hydroxy(phenyl)methyl)-1H-indole-1-carboxylic acid tert-butyl ester